N-(4-methylpyridine-2-yl)piperidine-4-carboxamide CC1=CC(=NC=C1)NC(=O)C1CCNCC1